isopropylidene(cyclopentadienyl)(2,7-di-tert-butyl-fluoren-9-yl)hafnium C(C)(C)=[Hf](C1C2=CC(=CC=C2C=2C=CC(=CC12)C(C)(C)C)C(C)(C)C)C1C=CC=C1